C12CN(CC(CC1)N2)C2=NN(C(C1=C(C(=CC=C21)C2=CC(=CC1=CC=CC=C21)O)F)=O)CCC2N(CCC2)C 4-(3,8-diazabicyclo[3.2.1]-octan-3-yl)-8-fluoro-7-(3-hydroxynaphthalen-1-yl)-2-(2-(1-methylpyrrolidin-2-yl)ethyl)phthalazin-1(2H)-one